C1(=CC=CC=C1)OP(=O)(OC1=CC=CC=C1)O.P(=O)(Cl)(Cl)Cl phosphoryl chloride diphenyl-phosphate